2-bromo-N-(2,3-dihydrobenzo[b][1,4]dioxin-6-yl)-N-(4-fluoro-3,5-dimethoxyphenyl)acetamide BrCC(=O)N(C1=CC(=C(C(=C1)OC)F)OC)C1=CC2=C(OCCO2)C=C1